FC1(CC(C1)C1=NC(=NO1)C=1C=C(C(=C(N)C1)C)F)F 5-(5-(3,3-difluorocyclobutyl)-1,2,4-oxadiazol-3-yl)-3-fluoro-2-methylaniline